(2-[morpholino])Ethanesulfonic acid O1CCN(CC1)CCS(=O)(=O)O